N-{[(3S)-4-amino-3-methyl-1H,3H-furo[3,4-c]quinolin-7-yl]methyl}-2-cyclopropyl-N-[2-(trifluoromethyl)pyridin-3-yl]pyrimidine-5-carboxamide NC1=NC=2C=C(C=CC2C2=C1[C@@H](OC2)C)CN(C(=O)C=2C=NC(=NC2)C2CC2)C=2C(=NC=CC2)C(F)(F)F